4,4',4''-Tris(5-nonyl)-2,2':6',2''-terpyridin CCCCC(CCCC)C1=CC(=NC=C1)C1=NC(=CC(=C1)C(CCCC)CCCC)C1=NC=CC(=C1)C(CCCC)CCCC